NCC12CCC(CC1)C2 (aminomethyl)bicyclo-[2.2.1]-heptane